N-(phthalimidomethyl)acrylamide C1(C=2C(C(N1CNC(C=C)=O)=O)=CC=CC2)=O